3-(((1-(2,2,2-trifluoroethyl)azetidin-3-yl)carbamoyl)oxy)propane-1,2-diyl distearate C(CCCCCCCCCCCCCCCCC)(=O)OCC(COC(NC1CN(C1)CC(F)(F)F)=O)OC(CCCCCCCCCCCCCCCCC)=O